4-methyl-1-(2-piperazin-1-ylpropyl)-5-[[2-[6-(2,2,2-trifluoroethyl)quinazolin-4-yl]-2,7-diazaspiro[3.5]nonan-7-yl]methyl]indole-2-carbonitrile CC1=C2C=C(N(C2=CC=C1CN1CCC2(CN(C2)C2=NC=NC3=CC=C(C=C23)CC(F)(F)F)CC1)CC(C)N1CCNCC1)C#N